ClC1=C(C(=C(C=C1)NC=1SC2=C(N1)C(CCC2)O)C)CN2CCCCC2 ((4-chloro-2-methyl-3-(piperidin-1-ylmethyl)phenyl)amino)-4,5,6,7-tetrahydrobenzo[d]thiazol-4-ol